N,N-dimethyl-4-(octadecyloxy)anilinium chloride salt [Cl-].C[NH+](C1=CC=C(C=C1)OCCCCCCCCCCCCCCCCCC)C